4-amino-7-[(2R,3R,4R,5R)-4-(2,4-dichloro-benzyloxy)-5-(2,4-dichloro-benzyloxymethyl)-3-ethynyl-3-hydroxy-tetrahydro-furan-2-yl]-7H-pyrrolo[2,3-d]pyrimidine-5-carboxylic acid amide NC=1C2=C(N=CN1)N(C=C2C(=O)N)[C@@H]2O[C@@H]([C@H]([C@]2(O)C#C)OCC2=C(C=C(C=C2)Cl)Cl)COCC2=C(C=C(C=C2)Cl)Cl